(R)-N-(3-chloro-4-fluorophenyl)-N-trideuteromethyl-2-(6-methyl-4-(trifluoromethyl)pyridin-2-yl)isothiazolidine-3-carboxamide 1,1-dioxide ClC=1C=C(C=CC1F)N(C(=O)[C@@H]1N(S(CC1)(=O)=O)C1=NC(=CC(=C1)C(F)(F)F)C)C([2H])([2H])[2H]